O1C(CC1)CN1C=NC2=C1C=C(C=C2)C(=O)O 1-(oxetan-2-ylmethyl)-1H-benzo[d]Imidazole-6-carboxylic acid